5-[3-fluoro-8-[(1R,2R)-2-(4-fluorophenyl)cyclopropyl]imidazo[1,2-b]pyridazin-6-yl]-1H-pyrimidine-2,4-dione FC1=CN=C2N1N=C(C=C2[C@H]2[C@@H](C2)C2=CC=C(C=C2)F)C=2C(NC(NC2)=O)=O